tert-butyl (3R,4R)-3-({8-carbamoyl-6-[4-(2-methoxyethoxy) phenyl] pyrido[3,2-d]pyrimidin-4-yl} amino)-4-fluoropiperidine-1-carboxylate C(N)(=O)C1=CC(=NC2=C1N=CN=C2N[C@@H]2CN(CC[C@H]2F)C(=O)OC(C)(C)C)C2=CC=C(C=C2)OCCOC